B(O)(O)O.SCC1=CC=C(C=C1)C(O)C(C)(CO)C [4-(mercaptomethyl)phenyl]neopentyl glycol borate